CN(C)\C=C/1\C(CCC(C1)(C)C)=O (E)-2-((dimethylamino)methylene)-4,4-dimethylcyclohexan-1-one